NCCCCCCCSC1=C2C(N(C(C2=CC=C1)=O)C1C(NC(CC1)=O)=O)=O 4-((7-aminoheptyl)thio)-2-(2,6-dioxopiperidin-3-yl)isoindoline-1,3-dione